CN1C=[N+](C=C1)CC 1-methyl-3-ethylimidazolium